NC1=C(C2=C(CN(C(C2)C)C(=O)OC(C)(C)C)S1)C=1SC2=C(N1)C=C(C=C2)C(F)(F)F tert-Butyl 2-amino-5-methyl-3-(5-(trifluoromethyl)benzo[d]thiazol-2-yl)-4,7-dihydrothieno[2,3-c]pyridine-6(5H)-carboxylate